tert-Butyl N-(2-hydroxyethyl)-N-isobutyl-carbamate OCCN(C(OC(C)(C)C)=O)CC(C)C